C(CCCCCCCCCCC)N(CCC(=O)O)CCC(=O)O lauryliminodipropionic acid